COC1=NC=NC(=C1C=1N=CC2=C(N1)N(C(C=C2)=O)CC2=CC=C(C=C2)C=2N(C=C(N2)C(F)(F)F)C)OC 2-(4,6-dimethoxypyrimidin-5-yl)-8-({4-[1-methyl-4-(trifluoromethyl)imidazol-2-yl]phenyl}methyl)pyrido[2,3-d]pyrimidin-7-one